C1(CC1)COCCNC(=O)N1C(CN(CC1C1=CC=C(C=C1)F)C(=O)OCC1=CC=CC=C1)(C)C Benzyl 4-[2-(cyclopropylmethoxy)ethylcarbamoyl]-5-(4-fluorophenyl)-3,3-dimethyl-piperazine-1-carboxylate